2-(1-benzofuran-2-yl)-5-[(5-methoxypyridin-2-yl)methoxy]-1,3-benzoxazole O1C(=CC2=C1C=CC=C2)C=2OC1=C(N2)C=C(C=C1)OCC1=NC=C(C=C1)OC